C1(NC(C2=CC=CC=C12)=O)=O 1H-isoindol-1,3(2H)-dione